8-(cyclopropylmethylsulfanyl)-1,3,7-trimethyl-1H-purine-2,6(3H,7H)-dione C1(CC1)CSC1=NC=2N(C(N(C(C2N1C)=O)C)=O)C